ClC1=C(C(=NC=N1)NC1=CC=CC2=CC=CC=C12)N 6-chloro-N-(naphthalen-1-yl)pyrimidine-4,5-diamine